2-(3-(4-(tert-butyl)piperazin-1-yl)phenyl)-3-hydroxy-6-methylpyridin C(C)(C)(C)N1CCN(CC1)C=1C=C(C=CC1)C1=NC(=CC=C1O)C